ethyl 2-(5-chloro-2-methoxy-phenyl)-2-[3-nitro-5-(trifluoromethyl)-2-pyridyl]propanoate ClC=1C=CC(=C(C1)C(C(=O)OCC)(C)C1=NC=C(C=C1[N+](=O)[O-])C(F)(F)F)OC